2-(aminomethyl)cyclopentanol tert-butyl-(E)-3-((3-butyl-2-methyl-7-(methylthio)-1,1-dioxido-5-phenyl-2,3,4,5-tetrahydrobenzo[b][1,4]thiazepin-8-yl)oxy)acrylate C(C)(C)(C)/C(/C(=O)OC1C(CCC1)CN)=C\OC=1C(=CC2=C(S(C(C(CN2C2=CC=CC=C2)CCCC)C)(=O)=O)C1)SC